bis(α-tert-butylperoxyisopropyl)benzene C(C)(C)(C)OOC(C)(C)C1=C(C=CC=C1)C(C)(C)OOC(C)(C)C